N[C@H](C=1N=C2N(N=C(C=C2)CC2(C(NCC(C2)C(F)(F)F)=O)C(=O)OC)C1)C1CCCCCC1 methyl 3-((2-((S)-amino(cycloheptyl)methyl)imidazo[1,2-b]pyridazin-6-yl)methyl)-2-oxo-5-(trifluoromethyl)piperidine-3-carboxylate